CC(CCCC(=O)O)C.CC(CCCC(=O)O)C.CC(CC)(CC)O (3-methyl-3-pentanol) 3-methylbutyl-acetate (3-methylbutyl-acetate)